1-(3-nitro-5-(trifluoromethyl)phenyl)methanamine [N+](=O)([O-])C=1C=C(C=C(C1)C(F)(F)F)CN